tert-butyl 2-[2-(4-[3-[(3-chloro-2-methoxyphenyl)amino]-4-oxo-1H,5H,6H,7H-pyrrolo[3,2-c]pyridin-2-yl]pyridin-3-yl)ethynyl]-2-methylazetidine-1-carboxylate ClC=1C(=C(C=CC1)NC1=C(NC2=C1C(NCC2)=O)C2=C(C=NC=C2)C#CC2(N(CC2)C(=O)OC(C)(C)C)C)OC